(E)-5-(3-(2-cyano-2-(6-methoxy-3H-imidazo[4,5-c]pyridin-2-yl)vinyl)-2,5-dimethyl-1H-pyrrol-1-yl)-2-methylthiazole-4-carboxylic acid ethyl ester C(C)OC(=O)C=1N=C(SC1N1C(=C(C=C1C)\C=C(\C1=NC2=C(C=NC(=C2)OC)N1)/C#N)C)C